2-(tert-butoxycarbonylamino)-4-[[3,3-difluoro-2-methoxy-propyl]-[4-(5,6,7,8-tetrahydro-1,8-naphthyridin-2-yl)butyl]amino]butanoic acid C(C)(C)(C)OC(=O)NC(C(=O)O)CCN(CCCCC1=NC=2NCCCC2C=C1)CC(C(F)F)OC